(R)-2-(2-Chloro-5-isopropyl-8-oxothieno[2',3':4,5]pyrrolo[1,2-d][1,2,4]triazin-7(8H)-yl)-N-(piperidin-3-yl)acetamid ClC1=CC2=C(C=C3N2C(=NN(C3=O)CC(=O)N[C@H]3CNCCC3)C(C)C)S1